methyl 1-(bis(4-fluorophenyl)methyl)-4-(3,6-dicyano-1-methyl-2-oxo-1,2-dihydro-1,5-naphthyridin-4-yl)piperazine-2-carboxylate FC1=CC=C(C=C1)C(N1C(CN(CC1)C1=C(C(N(C2=CC=C(N=C12)C#N)C)=O)C#N)C(=O)OC)C1=CC=C(C=C1)F